5-(3-Fluoro-2-methylphenyl)-7-methoxyimidazo[1,2-a]quinoxalin-4(5H)-one FC=1C(=C(C=CC1)N1C(C=2N(C3=CC=C(C=C13)OC)C=CN2)=O)C